Tert-butyl (3R)-3-((5-((Z)-4,4,4-trifluoro-1-(3-fluoro-1-(tetrahydro-2H-pyran-2-yl)-1H-indazol-5-yl)-2-phenylbut-1-en-1-yl)pyridin-2-yl)oxy)pyrrolidine-1-carboxylate FC(C/C(=C(\C=1C=C2C(=NN(C2=CC1)C1OCCCC1)F)/C=1C=CC(=NC1)O[C@H]1CN(CC1)C(=O)OC(C)(C)C)/C1=CC=CC=C1)(F)F